ethyl 6-chloro-7-[3-(chloromethyl)-1,5-dimethyl-1H-pyrazol-4-yl]-3-{3-[(6-fluoronaphthalen-1-yl)oxy]propyl}-1-[4-(methylamino)butyl]-1H-indole-2-carboxylate-hydrochloric acid salt Cl.ClC1=CC=C2C(=C(N(C2=C1C=1C(=NN(C1C)C)CCl)CCCCNC)C(=O)OCC)CCCOC1=CC=CC2=CC(=CC=C12)F